ClC1=C(C(=CC=C1)C)NC(=O)C1=CN=C(S1)NC1=NC(=NC(=C1)N1CCN(CC1)C(CCCCCNC1=C2CN(C(C2=CC=C1)=O)C1C(NC(CC1)=O)=O)=O)C N-(2-chloro-6-methylphenyl)-2-((6-(4-(6-((2-(2,6-dioxopiperidin-3-yl)-1-oxoisoindolin-4-yl)amino)hexanoyl)piperazin-1-yl)-2-methylpyrimidin-4-yl)amino)thiazole-5-carboxamide